C(C)[C@]12[C@H]3CC[C@@]4([C@H](CC[C@H]4[C@@H]3CC[C@@H]2C[C@](CC1)(C)O)C(CN1N=NN=C1C)=O)C 1-((3R,5R,8S,9S,10S,13S,14S,17S)-10-ethyl-3-hydroxy-3,13-dimethylhexadecahydro-1H-cyclopenta[a]phenanthren-17-yl)-2-(5-methyl-1H-tetrazol-1-yl)ethan-1-one